ClC=1C=CC(=C(C1)C=1N=CN(C(C1)=O)[C@H]1CCC[C@H](C(NC=2C=NN(C2C=2C=CN=C1C2)C)=O)C)C2=CC(=CC=C2)Cl (9R,13S)-13-{4-[5-chloro-2-(3-chlorophenyl)phenyl]-6-oxo-1,6-dihydropyrimidin-1-yl}-3,9-dimethyl-3,4,7,15-tetraazatricyclo[12.3.1.02,6]Octadec-1(18),2(6),4,14,16-pentaen-8-one